(4S)-2-(2,3-dihydrobenzo[b][1,4]dioxin-2-yl-6-d)-4,5-dihydro-1H-imidazole-4-d O1C2=C(OCC1C=1NC[C@@H](N1)[2H])C=C(C=C2)[2H]